(R)-2-(7-(3-aminopyrrolidin-1-yl)imidazo[1,2-a]pyrimidin-2-yl)-5-(2H-1,2,3-triazol-2-yl)phenol N[C@H]1CN(CC1)C1=NC=2N(C=C1)C=C(N2)C2=C(C=C(C=C2)N2N=CC=N2)O